2-{4-(phenanthrene-9-yl)phenyl}-5-{3,5-bis(naphthalene-2-yl)phenyl}pyrimidine C1=CC=CC=2C3=CC=CC=C3C(=CC12)C1=CC=C(C=C1)C1=NC=C(C=N1)C1=CC(=CC(=C1)C1=CC2=CC=CC=C2C=C1)C1=CC2=CC=CC=C2C=C1